4-(4-bromophenyl)-1,2,5-thiadiazol-3-ol BrC1=CC=C(C=C1)C=1C(=NSN1)O